((3S)-7-(dimethylcarbamoyl) indolizin-3-yl) methylbenzoate CC1=C(C(=O)OC2=CC=C3C=C(C=CN23)C(N(C)C)=O)C=CC=C1